2-(2-chloro-6-fluorophenyl)-N-{3-sulfamoyl-4-[4-(trifluoromethyl)-1H-pyrazol-1-yl]phenyl}acetamide ClC1=C(C(=CC=C1)F)CC(=O)NC1=CC(=C(C=C1)N1N=CC(=C1)C(F)(F)F)S(N)(=O)=O